1-((1R,4R)-7,7-dimethyl-2-oxobicyclo[2.2.1]heptan-1-yl)-N-((2-(2,4-dioxotetrahydropyrimidin-1(2H)-yl)-1-oxoisoindolin-5-yl)methyl)methanesulfonamide CC1([C@]2(C(C[C@H]1CC2)=O)CS(=O)(=O)NCC=2C=C1CN(C(C1=CC2)=O)N2C(NC(CC2)=O)=O)C